4-(3-aminophenyl)-2-methylbut-3-yn-2-ol NC=1C=C(C=CC1)C#CC(C)(O)C